4-[2-(1H-indol-3-yl)ethylamino]-7,8-dihydro-6H-pyrimido[5,4-b][1,4]oxazin N1C=C(C2=CC=CC=C12)CCNC1=NC=NC2=C1OCCN2